NC=1C2=C(N=CN1)N(C(=C2C2=CC=C(C=C2)OC2=CC=CC=C2)C#CC2CCC(CC2)NC(C=C)=O)C N-((1s,4s)-4-((4-amino-7-methyl-5-(4-phenoxyphenyl)-7H-pyrrolo[2,3-d]pyrimidin-6-yl)ethynyl)cyclohexyl)acrylamide